7-cyclopropyl-5-(5-(4,4-difluoro-piperidine-1-carbonyl)pyridin-2-yl)benzofuran C1(CC1)C1=CC(=CC=2C=COC21)C2=NC=C(C=C2)C(=O)N2CCC(CC2)(F)F